COC=1C=2N(C=C(C1)C=1C=NN(C1)[C@@H]1CN(CC1)C(=O)[C@H]1CNCC1)N=CC2C#N 4-methoxy-6-(1-((S)-1-((R)-pyrrolidine-3-carbonyl)pyrrolidin-3-yl)-1H-pyrazol-4-yl)pyrazolo[1,5-a]pyridine-3-carbonitrile